C(C1CO1)OCCC[SiH2]CC(OC)OC γ-glycidoxypropyldimethoxyethylsilane